6-Carboxygenistein C(=O)(O)C1=C(C=2C(C(=COC2C=C1O)C1=CC=C(O)C=C1)=O)O